2-(4-Fluorophenyl)-N-{4-[3-(4-fluorophenyl)-5,7-dimethyl-4-oxo-4,5-dihydro-1H-pyrrolo[3,2-c]pyridin-2-yl]pyridin-2-yl}propanamid FC1=CC=C(C=C1)C(C(=O)NC1=NC=CC(=C1)C1=C(C=2C(N(C=C(C2N1)C)C)=O)C1=CC=C(C=C1)F)C